C(C)C1=CC=C(C=C1)N1N=CC(=C1)C=1C=C2C(=CNC2=CC1)NC(=O)NC 1-(5-(1-(4-ethylphenyl)-1H-pyrazol-4-yl)-1H-indol-3-yl)-3-methylurea